FC(C(=O)NC)(CO)F 2,2-difluoro-3-hydroxy-N-methylpropanamide